C(C1=CC=CC=C1)OC=1C=C(C2=C(C(=CC=C2C1)F)CC)N1CC=2N=C(N=C(C2CC1)OC)OC[C@]12CCCN2C[C@@H](C1)F 7-(3-(benzyloxy)-8-ethyl-7-fluoronaphthalen-1-yl)-2-(((2R,7aS)-2-fluorohexahydro-1H-pyrrolizin-7a-yl)methoxy)-4-methoxy-5,6,7,8-tetrahydropyrido[3,4-d]pyrimidine